ClC=1C=C(C=CC1F)C1=CN(C2=C1C(N(C=C2)CC(=O)N2CC(C2)(C)F)=O)C2CC2 3-(3-chloro-4-fluorophenyl)-1-cyclopropyl-5-(2-(3-fluoro-3-methylazetidin-1-yl)-2-oxoethyl)-1H-pyrrolo[3,2-c]pyridin-4(5H)-one